[Cl-].C(CCCCCCCCCCCCCCC)[N+](C)(CCCCCCCCCCCCCCCC)CCCCCCCCCCCCCCCC tricetyl-monomethyl-ammonium chloride